ClC=1C(=NC=CC1C1=NC(=C(C=C1)CNC[C@H]1NC(CC1)=O)OC)C=1C(=C(C=CC1)NC(C1=NC=C(C=C1)CN1C[C@@H](CC1)OC)=O)C N-(3-(3'-Chloro-6-methoxy-5-(((((S)-5-oxopyrrolidin-2-yl)methyl)amino)methyl)-[2,4'-bipyridin]-2'-yl)-2-methylphenyl)-5-(((R)-3-methoxypyrrolidin-1-yl)methyl)picolinamide